CN1CCN(CC1)C1=CC=C(C=C1)NC(=O)C=1C(NC=CC1NC1=CC=C(C=C1)C1=NN=C2N1CCCCC2)=O N-(4-(4-Methylpiperazin-1-yl)phenyl)-2-oxo-4-((4-(6,7,8,9-tetrahydro-5H-[1,2,4]triazolo[4,3-a]azepin-3-yl)phenyl)amino)-1,2-dihydropyridine-3-carboxamide